3-[[(3R,4R)-4-[4-Chloro-2-(5-fluoro-2-pyridyl)-1H-imidazol-5-yl]-3-methyl-1-piperidyl]sulfonyl]-N-methyl-propanamide ClC=1N=C(NC1[C@H]1[C@H](CN(CC1)S(=O)(=O)CCC(=O)NC)C)C1=NC=C(C=C1)F